C(C)OC(=O)C=1OC2=C(C1C)C=C(C=C2)S(N(CCC2=CC=CC=C2)CC2=C(C=C(C=C2)F)Cl)(=O)=O 3-Methyl-5-(N-(2-chloro-4-fluorobenzyl)-N-phenethylsulfamoyl)benzofuran-2-carboxylic acid ethyl ester